C1NCCC2=CC=CC(=C12)C(=O)N tetrahydroisoquinoline-8-carboxamide